(3,4-Dimethoxyphenyl)hydrazine hydrochloride Cl.COC=1C=C(C=CC1OC)NN